octa-2,5-diene-2-carboxylic acid ethyl ester C(C)OC(=O)C(C)=CCC=CCC